ClC=1C(=NC(=NC1)N1[C@H](CN(CC1)C(=O)OC(C)(C)C)C)S(=O)(=O)C tert-butyl (S)-4-(5-chloro-4-(methylsulfonyl) pyrimidin-2-yl)-3-methylpiperazine-1-carboxylate